[Be+2].OC1=CC=CC2=CC=C3C=CC(=NC3=C21)[O-].OC2=CC=CC1=CC=C3C=CC(=NC3=C12)[O-] bis(10-hydroxybenzo[h]quinolinolate) beryllium (II)